3-(difluoromethyl)-5-((diphenylmethylene)amino)-N-ethyl-N-methylpicolinamide FC(C=1C(=NC=C(C1)N=C(C1=CC=CC=C1)C1=CC=CC=C1)C(=O)N(C)CC)F